4-benzyloxyphenol C(C1=CC=CC=C1)OC1=CC=C(C=C1)O